N-(4-(N-((3R,5R)-adamantan-1-yl)aminosulfonyl)phenethyl)-3-benzyloxybenzamide C12(CC3CC(CC(C1)C3)C2)NS(=O)(=O)C2=CC=C(CCNC(C3=CC(=CC=C3)OCC3=CC=CC=C3)=O)C=C2